ClC1=CC(=NC=C1)NC1=C(C=C(C=C1)N1CCN(CC1)C)OC 4-chloro-N-(2-methoxy-4-(4-methylpiperazin-1-yl)phenyl)pyridin-2-amine